3-[(5-bromo-1-[[2-(trimethylsilyl)ethoxy]methyl]-1H-pyrrolo[2,3-b]pyridin-6-yl)oxy]-2-methoxypropan-1-ol BrC=1C=C2C(=NC1OCC(CO)OC)N(C=C2)COCC[Si](C)(C)C